magnesium 6-methyl-5,8-dioxo-3,4,5,6,7,8-hexahydro-2H-chromene-6-sulfonate CC1(C(C=2CCCOC2C(C1)=O)=O)S(=O)(=O)[O-].[Mg+2].CC1(C(C=2CCCOC2C(C1)=O)=O)S(=O)(=O)[O-]